FC(C(C1=CC(=C(C(=C1)F)O)N)C1=CC(=C(C(=C1)F)O)N)(F)F 1,1,1-trifluoro-2,2-bis(3-amino-5-fluoro-4-hydroxyphenyl)ethane